S(N)(OC[C@@H]1[C@H]([C@H]([C@@H](C1)NC1=NC=NC=C1C(=O)C=1SC(=C(C1)[C@H](C1=NC(=CC=C1)Br)N)Cl)O)O)(=O)=O [(1R,2R,3S,4R)-4-{[5-({4-[(R)-amino(6-bromopyridin-2-yl)methyl]-5-chloro-2-thienyl}carbonyl)pyrimidin-4-yl]amino}-2,3-dihydroxycyclopentyl]methyl sulfamate